(2-carboxyl-ethyl)phosphine C(=O)(O)CCP